CCCCCCCC/C=C\CCCCCCCCCC(=O)OC[C@H](COP(=O)([O-])OCC[N+](C)(C)C)OC(=O)CCCCCCC/C=C\CCCCC 1-(11Z-eicosenoyl)-2-(9Z-pentadecenoyl)-glycero-3-phosphocholine